2-Methoxy-4-(9-methyl-3,9-diazaspiro[5.5]undec-3-yl)aniline Tri-(isononyl)trimellitate C(CCCCCC(C)C)C=1C(=C(C(=C(C1C(=O)O)C(=O)O)CCCCCCC(C)C)C(=O)O)CCCCCCC(C)C.COC1=C(N)C=CC(=C1)N1CCC2(CC1)CCN(CC2)C